C1(CC1)C1(C=C(C(N(C1)CC1=C2C=CN(C2=CC=C1)C)=O)C(=O)NC)C(=O)N 5-cyclopropyl-N3-methyl-1-((1-methyl-1H-indol-4-yl)methyl)-2-oxo-1,2-dihydropyridine-3,5-dicarboxylic acid diamide